CC=1C(=C(N=NC1C(F)(F)F)OC1=C(C=C(C=C1)OC(F)(F)F)C)C(=O)O 5-methyl-3-(2-methyl-4-(trifluoromethoxy)phenoxy)-6-(trifluoromethyl)pyridazine-4-carboxylic acid